ClC1=NC(=CC(=N1)C(=C)OCC)C(F)(F)F 2-chloro-4-(1-ethoxyvinyl)-6-(trifluoromethyl)pyrimidine